1-(4-(7-oxa-2-azaspiro[3.5]nonan-2-yl)phenyl)-4,5-difluoro-1H-benzo[d][1,2,3]triazol-6-ol C1N(CC12CCOCC2)C2=CC=C(C=C2)N2N=NC1=C2C=C(C(=C1F)F)O